FC(C1=NN=C(O1)C1=CC(=C(C=C1F)CN1N=C(N=N1)C1=CC2=C(N(C(=N2)N)C)C=C1)F)F 5-[2-[[4-[5-(Difluoromethyl)-1,3,4-oxadiazol-2-yl]-2,5-difluorophenyl]methyl]tetrazol-5-yl]-1-methylbenzimidazole-2-amine